N-[3-fluoro-4-(1,2,3,6-tetrahydro-pyridin-4-yl)-phenyl]-4-(1,2,3,6-tetrahydro-pyridin-4-yl)-2-trifluoromethyl-benzamide FC=1C=C(C=CC1C=1CCNCC1)NC(C1=C(C=C(C=C1)C=1CCNCC1)C(F)(F)F)=O